2-(3-((5-((3-((tert-Butyldimethylsilyl)oxy)-2,6-dimethylphenyl)carbamoyl)thiazol-2-yl)amino)-4-methyl-1H-pyrazol-1-yl)acetic acid [Si](C)(C)(C(C)(C)C)OC=1C(=C(C(=CC1)C)NC(=O)C1=CN=C(S1)NC1=NN(C=C1C)CC(=O)O)C